(1R,3aR,6aS)-2-(3-chloro-4H-thieno[3,2-b]pyrrole-5-carbonyl)-N-((R)-1-cyano-2-((S)-2-oxopiperidin-3-yl)ethyl)-5,5-difluorooctahydrocyclopenta[c]pyrrole-1-carboxamide ClC1=CSC2=C1NC(=C2)C(=O)N2[C@H]([C@@H]1[C@H](C2)CC(C1)(F)F)C(=O)N[C@H](C[C@H]1C(NCCC1)=O)C#N